C(C1=NC(=CC=C1N1CCN(CC1)CC1=NSC(=C1)NC(OCC)=O)C(NC)=O)([2H])([2H])[2H] ethyl (3-((4-(2-(methyl-d3)-6-(methylcarbamoyl)pyridin-3-yl)piperazin-1-yl)methyl)isothiazol-5-yl)carbamate